ClCC(=O)OC(C)C1CCC(CC1)(C)C 1-(4,4-dimethylcyclohexyl)ethyl 2-chloroacetate